ClC1=CC=C(C=C1)C=1NC(C2=C(N1)CCSC2)=O (4-chlorophenyl)-3,5,7,8-tetrahydro-4H-thiopyrano[4,3-d]pyrimidin-4-one